C(C)OC=1C(=CC2=CN(N=C2C1)C)C(=O)NC1=CC=C(N=N1)C=1C[C@@H](N(CC1)C(=O)OC(C)(C)C)C tert-butyl (S)-4-(6-(6-ethoxy-2-methyl-2H-indazole-5-carboxamido)pyridazin-3-yl)-2-methyl-3,6-dihydropyridine-1(2H)-carboxylate